6-chloro-4-[4-[(5-chloro-2-pyridinyl)-methyl-amino]-1-piperidinyl]-1-methyl-2-oxo-1,5-naphthyridine-3-carbonitrile ClC=1N=C2C(=C(C(N(C2=CC1)C)=O)C#N)N1CCC(CC1)N(C)C1=NC=C(C=C1)Cl